bicyclo[2.2.1]hept-5-en-2-yl-Trimethoxysilane C12C(CC(C=C1)C2)[Si](OC)(OC)OC